tert-butyl N-[3-[7-fluoro-2-methyl-4-(4,4,5,5-tetramethyl-1,3,2-dioxaborolan-2-yl)indazol-3-yl]propyl]-N-(3-morpholinopropyl)carbamate FC1=CC=C(C2=C(N(N=C12)C)CCCN(C(OC(C)(C)C)=O)CCCN1CCOCC1)B1OC(C(O1)(C)C)(C)C